P(O)(=O)(OP(=O)(O)OP(=O)(O)O)OC[C@@H]1[C@H]([C@H]([C@@H](O1)N1C(=O)NC(=O)C(=C1)F)O)O 5-fluorouridine-5'-triphosphate